propylene glycol Methyl-propionate CC(C(=O)O)C.C(C(C)O)O